OC(C#CC1=CC2=C(OC[C@@H](C(N2C)=O)N2CC=C(C=C2)OC=2C=NC(=CC2)C(F)(F)F)C=C1)(C)C (S)-N-(7-(3-hydroxy-3-methylbut-1-yn-1-yl)-5-methyl-4-oxo-2,3,4,5-tetrahydrobenzo[b][1,4]oxazepin-3-yl)-4-((6-(trifluoromethyl)pyridin-3-yl)oxy)pyridine